FC(C12CC(C1)(C2)NC2=NC=NC=C2C#N)F 4-(3-(difluoromethyl)bicyclo[1.1.1]pentan-1-ylamino)pyrimidine-5-carbonitrile